4-[[2-(4-tert-butyl-3-hydroxy-phenyl)acetyl]amino]pyridine-2-carboxylic acid C(C)(C)(C)C1=C(C=C(C=C1)CC(=O)NC1=CC(=NC=C1)C(=O)O)O